CC1(CN(C=2C1=NC=CC2)C=O)C (3,3-dimethyl-2,3-dihydro-1H-pyrrolo[3,2-b]pyridin-1-yl)methanone